ClC=1C=C(CN2C3=C(C(=C(C2=O)O)C(=O)O)SC=C3)C=CC1OC 4-(3-chloro-4-methoxybenzyl)-6-hydroxy-5-oxo-4,5-dihydrothieno[3,2-b]pyridine-7-carboxylic acid